[N+](=O)([O-])C1=CC(=CC=2SC3=CC=CC=C3NC12)C(=O)NCCN1CCN(CC1)C(=O)OC(C)(C)C tert-Butyl 4-(2-(1-nitro-10H-phenothiazine-3-carboxamido)ethyl)piperazine-1-carboxylate